spiro[3.4]octane-2-carboxylic acid C1C(CC12CCCC2)C(=O)O